COC1=C(C=C(C=C1)C1CCC(CC1)C=O)C 4-(4-methoxy-3-methylphenyl)cyclohexane-carbaldehyde